Cl.CN1N=C2C=C(C(=CC2=C1)C=1SC2=C(N1)SC(=C2)C2CCNCC2)O 2-methyl-5-[5-(piperidin-4-yl)thieno[2,3-d][1,3]thiazol-2-yl]indazol-6-ol hydrochloride